C(C)(=O)OCCOC1=C(C=C(C=C1C)CN1N=CN(C1=O)C1=CC=C(C=C1)C(F)(F)F)C 2-(2,6-Dimethyl-4-((5-oxo-4-(4-(trifluoromethyl)phenyl)-4,5-dihydro-1H-1,2,4-Triazol-1-yl)methyl)phenoxy)ethyl acetate